Br.[Br-].C(C)N(CCN1C=[N+](C=C1)CCCC)CC 1-[2-(diethylamino)ethyl]-3-butylimidazolium bromide hydrobromide